(R)-N-((S)-1-(4-(3,3-dimethyl-2-oxoindolin-1-yl)piperidin-1-yl)-1-oxo-4-phenylbutan-2-yl)piperidine CC1(C(N(C2=CC=CC=C12)C1CCN(CC1)C([C@H](CCC1=CC=CC=C1)N1CCCCC1)=O)=O)C